(4aR,8aS)-6-[3-[2-(5-Chlorothiophen-3-yl)ethynyl]azetidine-1-carbonyl]-4,4a,5,7,8,8a-hexahydropyrido[4,3-b][1,4]oxazin-3-one ClC1=CC(=CS1)C#CC1CN(C1)C(=O)N1C[C@@H]2[C@@H](OCC(N2)=O)CC1